(2R,4R)-6-chloro-N-{3-[5-(4-chloro-3-fluorophenyl)-1,2-oxazol-3-yl]bicyclo[1.1.1]pentan-1-yl}-4-hydroxy-3,4-dihydro-2H-1-benzopyran-2-carboxamide ClC=1C=CC2=C([C@@H](C[C@@H](O2)C(=O)NC23CC(C2)(C3)C3=NOC(=C3)C3=CC(=C(C=C3)Cl)F)O)C1